6-(4-methylpiperazin-1-yl)-4-o-tolylnicotinonitrile CN1CCN(CC1)C1=NC=C(C#N)C(=C1)C1=C(C=CC=C1)C